CC(CNC(=O)C=1SC(=NN1)CCCCN1N=NC(=C1)C(NCC1=CC(=CC=C1)OC(F)(F)F)=O)C N-(2-methylpropyl)-5-{4-[4-({[3-(trifluoromethoxy)phenyl]methyl}carbamoyl)-1H-1,2,3-triazol-1-yl]butyl}-1,3,4-thiadiazole-2-carboxamide